2-(2-(2-(2-azidoethoxy)ethoxy)ethoxy)ethyl methanesulfonate CS(=O)(=O)OCCOCCOCCOCCN=[N+]=[N-]